C1(=CC=CC=C1)C1=NC2=CC=C(C=C2C=C1C1=CC=CC=C1)NC(CCCCC)=O N-(2,3-diphenyl-quinolin-6-yl)hexanamide